P(=O)(O)(O)O[C@H]1[C@H]([C@@H](O[C@@H]1CO)N1C(=O)NC(=O)C=C1)OC O-methyluridine 3'-phosphate